FC1=C(C(=CC=C1)C)N1N=C2C(=CC1=O)NN=C2C2=CC(=C(C=C2)N2CCN(CC2)C)OC 5-(2-fluoro-6-methylphenyl)-3-(3-methoxy-4-(4-methylpiperazin-1-yl)phenyl)-1H-pyrazolo[4,3-c]pyridazin-6(5H)-one